ClC1=CC=2C(OCCOC=3C=CC=CC3C3=C(C=C(C(NS(C(=C1F)C2)(=O)=O)=C3)F)F)=O 15-chloro-16,21,23-trifluoro-18,18-dioxo-8,11-dioxa-18λ6-thia-19-azatetracyclo[18.3.1.113,17.02,7]pentacosa-1(23),2(7),3,5,13(25),14,16,20(24),21-nonaen-12-one